C(C)(C)(C)C=1C=C2NC=3C=CC(=CC3C(C2=CC1)(C)C)Cl 6-(tert-butyl)-2-chloro-9,9-dimethyl-9,10-dihydroacridine